N-ethyl-2-methyl-N-(2,2,2-trifluoro-1-(4-fluorophenyl)ethyl)imidazo[1,2-b]pyridazine-6-sulfonamide C(C)N(S(=O)(=O)C=1C=CC=2N(N1)C=C(N2)C)C(C(F)(F)F)C2=CC=C(C=C2)F